C(N)(=O)C=1C=C(C=CC1)C1=CC(=CC=C1)B(O)O 3'-CARBAMOYLBIPHENYL-3-YLBORONIC ACID